6-(2-methoxy-4-morpholinophenyl)-3-(pyridin-3-yl)-N4-(tetrahydro-2H-pyran-4-yl)-1H-pyrazolo[3,4-d]pyrimidine-4,6-diamine COC1=C(C=CC(=C1)N1CCOCC1)C1(N=C(C=2C(=N1)NNC2C=2C=NC=CC2)NC2CCOCC2)N